CNC1CCC(CC1)N N-methyl-1,4-diaminocyclohexane